COC1(CC(C1)CB1OC(C(O1)(C)C)(C)C)OC 2-((3,3-dimethoxycyclobutyl)methyl)-4,4,5,5-tetramethyl-1,3,2-dioxaborolane